ClC=1C=C(C=CC1)C1CCN(CC1)C(CN1N=C(C2=C1CCC2)C(=O)N2C[C@H](O[C@H](C2)C)C)=O 1-[4-(3-Chlorophenyl)piperidin-1-yl]-2-{3-[(2R,6S)-2,6-dimethylmorpholin-4-carbonyl]-5,6-dihydrocyclopenta[c]pyrazol-1(4H)-yl}ethan-1-on